CC(C(=O)NCC=1OC2=C(C1C)C=C(C=C2)OC=2C=NC=CC2)=C methyl-N-((3-methyl-5-(pyridin-3-yloxy)benzofuran-2-yl)methyl)acrylamide